[C@H]12OCC[C@@H]2C[C@H]1NC(=O)C1=CN=C2N1N=C(C=C2NC)NC=2C(N(C=CC2)C2=NN(C=C2)C)=O N-((1R,5S,7R)-2-oxabicyclo[3.2.0]hept-7-yl)-6-((1-(1-methyl-1H-pyrazol-3-yl)-2-oxo-1,2-dihydropyridin-3-yl)amino)-8-(methylamino)imidazo[1,2-b]pyridazine-3-carboxamide